cis-2-((4-(5,6-diphenylpyrazin-2-yl)methylaminocyclohexyl)oxy)acetic acid C1(=CC=CC=C1)C=1N=CC(=NC1C1=CC=CC=C1)CN[C@H]1CC[C@H](CC1)OCC(=O)O